ClC=1C(N(N=CC1NC[C@H]1COCCC1)[C@@H]1CC(N(CC1)[C@@H](C)C1=CC=CC=C1)=O)=O 4-chloro-2-((S)-2-oxo-1-((S)-1-phenylethyl)piperidin-4-yl)-5-((((S)-tetrahydro-2H-pyran-3-yl)methyl)amino)pyridazin-3(2H)-one